OCCCCCCCCCCCCCN1C(C2=CC=CC=C2C1=O)=O 2-(13-Hydroxytridecyl)isoindoline-1,3-dione